N-[5-(4-Isocyanatophenyl)-2-[4-(trifluoromethoxy)phenyl]-1,2,4-triazol-3-yl]acetamid N(=C=O)C1=CC=C(C=C1)C=1N=C(N(N1)C1=CC=C(C=C1)OC(F)(F)F)NC(C)=O